7-[3-(1,3,4,6,7,8,9,9a-octahydropyrido[1,2-a]pyrazin-2-yl)-1,2,4-triazin-6-yl]-4-(1H-pyrazol-4-yl)-1,3-benzothiazole C1C2N(CCN1C=1N=NC(=CN1)C1=CC=C(C=3N=CSC31)C=3C=NNC3)CCCC2